acetyl(3-glucosaminyl)-asparagine C(C)(=O)N[C@@H](C(C(N)=O)C1[C@H](N)[C@@H](O)[C@H](O)[C@H](O1)CO)C(=O)O